5-(naphthalen-2-ylthio)-1H-1,2,3-triazole-4-carboxylic acid C1=C(C=CC2=CC=CC=C12)SC1=C(N=NN1)C(=O)O